N1CCC=C2CN=CC=C12 dihydro-5H-1,6-naphthyridine